(1S)-1-(2-bromo-4-chloro-anilino)ethyl-2-(5-fluoroisoindolin-2-yl)-3,6-dimethyl-chromen-4-one BrC1=C(N[C@@H](C)C2=C3C(C(=C(OC3=CC=C2C)N2CC3=CC=C(C=C3C2)F)C)=O)C=CC(=C1)Cl